(S)-ethyl 2-imino-2-((2-oxo-5-(trifluoromethyl)pyrrolidin-1-yl)amino)acetate N=C(C(=O)OCC)NN1C(CC[C@H]1C(F)(F)F)=O